2-diethoxyphosphoryl-acetamide C(C)OP(=O)(OCC)CC(=O)N